t-Butyl-5-({4'-[3-(1-butyl-1H-1,2,3-triazol-4-yl)-4-(2-butyl-2H-1,2,3,4-tetrazol-5-yl)benzamido]-[1,1'-biphenyl]-4-yl} carbamoyl)naphthalene-1-carboxylate C(C)(C)(C)OC(=O)C1=CC=CC2=C(C=CC=C12)C(NC1=CC=C(C=C1)C1=CC=C(C=C1)NC(C1=CC(=C(C=C1)C=1N=NN(N1)CCCC)C=1N=NN(C1)CCCC)=O)=O